[N+](=[N-])=C(C(=O)OC1CCCCC1)S(=O)(=O)C1=CC=CC=C1 cyclohexyl 2-diazo-2-benzenesulfonylacetate